NC=1N(N=C2CN(CCC21)S(=O)(=O)C2COC2)C(=O)[C@H]2CCNC1=C(C=CC=C21)C |o1:19| (S*)-(3-amino-6-(oxetan-3-ylsulfonyl)-4,5,6,7-tetrahydropyrazolo[3,4-c]pyridin-2-yl)(8-methyl-1,2,3,4-tetrahydroquinolin-4-yl)methanone